N-((5-chloro-8-hydroxyquinolin-7-yl)(pyridin-3-yl)methyl)piperidine-4-carboxamide ClC1=C2C=CC=NC2=C(C(=C1)C(NC(=O)C1CCNCC1)C=1C=NC=CC1)O